Cl.N1C[C@@H](CCCC1)NC(=O)C1=CN(CCS1)C1=C2C(=NC=C1)NC=C2 (R)-N-(azepan-3-yl)-4-(1H-pyrrolo[2,3-b]pyridin-4-yl)-3,4-dihydro-2H-1,4-thiazine-6-carboxamide hydrochloride